SC(C(=O)O)(C)C.SC(C(=O)O)(C)C.SC(C(=O)O)(C)C.C(CCCCCCC)(O)O octanediol tris(2-mercapto-isobutyrate)